methacrylic acid 2-ethylhexyl ester C(C)C(COC(C(=C)C)=O)CCCC